4-methyl-2-nitro-1-(phenylethynyl)benzene tert-butyl-2-(((tert-butoxycarbonyl)amino)methyl)-1H-pyrrolo[3,2-c]pyridine-1-carboxylate C(C)(C)(C)OC(=O)N1C(=CC=2C=NC=CC21)CNC(=O)OC(C)(C)C.CC2=CC(=C(C=C2)C#CC2=CC=CC=C2)[N+](=O)[O-]